O=C1NC(CCC1N1C(N(C2=C1C=CC(=C2)CCCC2(CCNCC2)CC(=O)O)C)=O)=O 2-[4-[3-[1-(2,6-Dioxo-3-piperidyl)-3-methyl-2-oxo-benzimidazol-5-yl]propyl]-4-piperidyl]acetic acid